1-(5-Fluoropyrimidin-2-yl)-7-methoxy-3-methyl-8-(1-methyl-1H-pyrazol-4-yl)-1,3-dihydroimidazo[4,5-c]quinolin-2-one FC=1C=NC(=NC1)N1C(N(C=2C=NC=3C=C(C(=CC3C21)C=2C=NN(C2)C)OC)C)=O